N2-(4-(4-(4-ethylpiperazin-1-yl)piperidin-1-yl)-3-fluorophenyl)-N4-(4'-fluoro-1'-(methylsulfonyl)spiro[cyclobutane-1,3'-indolin]-7'-yl)-7H-pyrrolo[2,3-d]pyrimidine-2,4-diamine C(C)N1CCN(CC1)C1CCN(CC1)C1=C(C=C(C=C1)NC=1N=C(C2=C(N1)NC=C2)NC=2C=CC(=C1C3(CN(C21)S(=O)(=O)C)CCC3)F)F